N,N-dimethyl-pentacosa-16,19-dien-8-amine CN(C(CCCCCCC)CCCCCCCC=CCC=CCCCCC)C